NCC(=O)NC1=C(C=CC(=C1)CO)OCC1=CC=C(C=C1)[N+](=O)[O-] 2-amino-N-[5-hydroxymethyl-2-(4-nitro-benzyloxy)-phenyl]-acetamide